9-benzyl-5,13-bis(piperidin-1-ylsulfonyl)-5,9,13-triazaspiro[2.11]tetradecane hydrochloride Cl.C(C1=CC=CC=C1)N1CCCN(CC2(CC2)CN(CCC1)S(=O)(=O)N1CCCCC1)S(=O)(=O)N1CCCCC1